2-(4-((3-isopropyl-1H-pyrrolo[3,2-b]pyridin-5-yl)methyl)-2,3,5-trimethylphenoxy)propanoic acid C(C)(C)C1=CNC=2C1=NC(=CC2)CC2=C(C(=C(OC(C(=O)O)C)C=C2C)C)C